(3-(2-methylimidazo[4,5-d]pyrrolo[2,3-b]pyridin-1(6H)-yl)bicyclo[1.1.1]pentan-1-yl)propane-1-sulfonamide CC1=NC=2C(=C3C(=NC2)NC=C3)N1C13CC(C1)(C3)C(CC)S(=O)(=O)N